4,5-di-(2-methoxyethoxy)-2-nitrobenzonitrile COCCOC1=CC(=C(C#N)C=C1OCCOC)[N+](=O)[O-]